2-((2S,3S)-4-Bromo-5-chloro-6-fluoro-3-methyl-2-phenyl-2,3-dihydrobenzofuran-2-yl)azetidine BrC1=C(C(=CC2=C1[C@@H]([C@](O2)(C2=CC=CC=C2)C2NCC2)C)F)Cl